6-chloro-N-[5-(2,2-difluoroethoxy)-4,6-dimethoxy-pyrimidin-2-yl]-7-(5-methylpyrazol-1-yl)-1H-indole-3-sulfonamide ClC1=CC=C2C(=CNC2=C1N1N=CC=C1C)S(=O)(=O)NC1=NC(=C(C(=N1)OC)OCC(F)F)OC